C(#N)C1=CC(=C(C=C1)[C@H]1C(=C(NC2=C(C=NC(=C12)OCC)C)C)C(=O)NCC1=CC=C(C=C1)OC)OC |r| rac-4-(4-cyano-2-methoxyphenyl)-5-ethoxy-N-(4-methoxybenzyl)-2,8-dimethyl-1,4-dihydro-1,6-naphthyridine-3-carboxamide